(R)-5-(3-(2,3-dimethylpyridin-4-yl)phenyl)-5-ethyl-3-fluoro-8,8-dimethyl-5,8,9,10-tetrahydrobenzo[b][1,8]naphthyridin-6(7H)-one CC1=NC=CC(=C1C)C=1C=C(C=CC1)[C@]1(C2=C(NC=3N=CC(=CC13)F)CC(CC2=O)(C)C)CC